ethyl (R)-6-(3-methylmorpholino)-1-((2-(trimethylsilyl)ethoxy)methyl)-1H-pyrrolo[2,3-b]pyridine-4-carboxylate C[C@@H]1COCCN1C=1C=C(C2=C(N1)N(C=C2)COCC[Si](C)(C)C)C(=O)OCC